1-((2R,3R,4R,5R,6R)-4,5-dihydroxy-6-(hydroxymethyl)-2-methoxytetrahydro-2H-pyran-3-yl)pyridin-4(1H)-one O[C@@H]1[C@H]([C@@H](O[C@@H]([C@@H]1O)CO)OC)N1C=CC(C=C1)=O